C(CCCCCCC)SC1=NC(=NC(=N1)SCCCCCCCC)NC1=CC(=C(C(=C1)C(C)(C)C)O)C(C)(C)C 2,4-bis(n-octylsulfanyl)-6-(4-hydroxy-3',5'-di-t-butylphenylamino)-1,3,5-triazine